trimethyl-(5-methoxy-2-pyridyl)stannane C[Sn](C1=NC=C(C=C1)OC)(C)C